2,2-DIMETHYL-3-PHENYLPROPIONALDEHYDE CC(C=O)(CC1=CC=CC=C1)C